diphenyl-mellitic acid C1(=CC=CC=C1)OC(C1=C(C(=C(C(=C1C(=O)OC1=CC=CC=C1)C(=O)O)C(=O)O)C(=O)O)C(=O)O)=O